[Pd+2].C(C)(C)(C)PC1=CC=C(C=C1)N(C)C tert-butyl-(4-dimethylaminophenyl)phosphine palladium (II)